C(C)(C)(C)C1=C(C(=NN1CC)C(C)C)O 5-tert-butyl-1-ethyl-4-hydroxy-3-isopropylpyrazole